FC(C=1C(=NC(=NC1)NC=1C(=NN(C1)C1CN(CC1)C)C)NCCCN1CCOCC(C1=O)(C)C)F 4-(3-((5-(difluoromethyl)-2-((3-methyl-1-(1-methylpyrrolidin-3-yl)-1H-pyrazol-4-yl)amino)pyrimidin-4-yl)amino)propyl)-6,6-dimethyl-1,4-oxazepan-5-one